COC1=CC=C(\C=C/2\C(C3=CC=C(C=C3C2)OC)=O)C=C1 (E)-2-(4-methoxybenzylidene)-5-methoxy-2,3-dihydro-1H-inden-1-one